FC1=C(C(=O)NCC23CCC(CC2)(CC3)C3=NOC(=N3)C3=CC=C(N=N3)N3CCN(CC3)C(=O)OC(C)(C)C)C=C(C(=C1F)OCC1=CC=C(C=C1)OC)F tert-butyl 4-(6-{3-[4-({2,3,5-trifluoro-4-[(4-methoxyphenyl)methoxy]benzamido}methyl)bicyclo[2.2.2]octan-1-yl]-1,2,4-oxadiazol-5-yl}pyridazin-3-yl)piperazine-1-carboxylate